6-(1-(3-(benzyloxy)-4-methoxyphenyl)ethyl)-5-methyl-2-phenyl-3-(piperidin-1-yl)pyrazolo[1,5-a]pyrimidin-7(4H)-one C(C1=CC=CC=C1)OC=1C=C(C=CC1OC)C(C)C1=C(NC=2N(C1=O)N=C(C2N2CCCCC2)C2=CC=CC=C2)C